C(C)(=O)C=1C(NC(N(N1)C1=CC(=C(C(=C1)Cl)OC1=NNC(C(=C1)C(C)C)=O)Cl)=O)=O 6-acetyl-2-(3,5-dichloro-4-((5-isopropyl-6-oxo-1,6-dihydropyridazin-3-yl)oxy)phenyl)-1,2,4-triazine-3,5(2H,4H)-dione